methyl 2-(2-bromo-3,5-dichloro-4-pyridyl)acetate BrC1=NC=C(C(=C1Cl)CC(=O)OC)Cl